C(#N)C1=CC(=C(COC2=CC=CC(=N2)C=2CC3C(CN(C3)CC3=NC4=C(N3CCOC)C=C(C=C4)C(=O)O)C2)C=C1)F 2-((5-(6-((4-cyano-2-fluorobenzyl)oxy)pyridin-2-yl)-3,3a,4,6a-tetrahydrocyclopenta[c]pyrrol-2(1H)-yl)methyl)-1-(2-methoxyethyl)-1H-benzo[d]imidazole-6-carboxylic acid